6-{5-chloro-2-[(oxan-4-yl)amino]pyrimidin-4-yl}-2-{2-[(3S)-3-(2-hydroxyethyl)-1,2,3,4-tetrahydroisoquinolin-2-yl]-2-oxoethyl}-2,3-dihydro-1H-isoindol-1-one ClC=1C(=NC(=NC1)NC1CCOCC1)C1=CC=C2CN(C(C2=C1)=O)CC(=O)N1CC2=CC=CC=C2C[C@H]1CCO